C1(CCCCC1)OC(C(CCC)O)=O cyclohexyl-2-hydroxypentanoate